[N-](S(=O)(=O)C(F)(F)F)S(=O)(=O)C(F)(F)F.C[N+]1(CCCC1)CC 1-methyl-1-ethylpyrrolidinium bis(trifluoromethanesulfonyl)imide salt